(S)-quinuclidin-3-yl (7-(4-methoxyphenyl)-1,2,3,4-tetrahydronaphthalen-1-yl)carbamate COC1=CC=C(C=C1)C1=CC=C2CCCC(C2=C1)NC(O[C@@H]1CN2CCC1CC2)=O